5-(3-(5-(1-methylcyclopropyl)oxazol-2-yl)cyclopentyl)-1H-pyrazol-3-amine CC1(CC1)C1=CN=C(O1)C1CC(CC1)C1=CC(=NN1)N